6-bromo-2-(2-methylindol-5-yl)thiazolo[4,5-b]pyridine BrC=1C=C2C(=NC1)N=C(S2)C=2C=C1C=C(NC1=CC2)C